NC=1C=C(C=C2C(C=C(OC12)C(=O)NCC1(CCC(CC1)(F)F)O)=O)F 8-amino-N-[(4,4-difluoro-1-hydroxy-cyclohexyl)methyl]-6-fluoro-4-oxo-chromene-2-carboxamide